FC1=C(C=CC=C1C1NCCC2=C1N=C(N2)C2=C(C=CC(=C2)OC=2C(=C1C=CN(C1=CC2F)S(=O)(=O)C2=CC=C(C=C2)C)S(=O)(=O)C)F)/C=C/C(=O)OCC ethyl (E)-3-[2-fluoro-3-[2-[2-fluoro-5-[6-fluoro-4-methylsulfonyl-1-(p-tolylsulfonyl)indol-5-yl]oxy-phenyl]-4,5,6,7-tetrahydro-1H-imidazo[4,5-c]pyridin-4-yl]phenyl]prop-2-enoate